CCCCC#CCCC non-5-yne